C(C)OC(=O)C1=C(C(C(CC1)=O)=CN(C)C)C ((dimethylamino)methylene)-2-methyl-4-oxocyclohex-1-ene-1-carboxylic acid ethyl ester